ClC=1C=C(C=CC1)[C@@H]1C[C@H](C1)NC[C@@H](COC1=CC=C(C=C1)S(=O)(=O)C)O (S)-1-((trans-3-(3-chlorophenyl)cyclobutyl)amino)-3-(4-(methylsulfonyl)phenoxy)propan-2-ol